(cycloheptylmethyl)-2-(1-methylcyclobutyl)-3H-benzimidazole-5-carboxamide C1(CCCCCC1)CN1C(=NC2=C1C=C(C=C2)C(=O)N)C2(CCC2)C